10,10'-(3,4,5,6-tetrakis(1-methyl-1H-benzo[d]imidazol-2-yl)-1,2-phenylene)bis(9,9-dimethyl-9,10-dihydroacridine) CN1C(=NC2=C1C=CC=C2)C=2C(=C(C(=C(C2C2=NC1=C(N2C)C=CC=C1)C1=NC2=C(N1C)C=CC=C2)C2=NC1=C(N2C)C=CC=C1)N1C=2C=CC=CC2C(C2=CC=CC=C12)(C)C)N1C=2C=CC=CC2C(C2=CC=CC=C12)(C)C